(E)-(2-methoxyvinyl)cyclobutene CO/C=C/C1=CCC1